NC1=NC=CC=C1C1=NC=2C(=NC(=CC2)C2=CC=CC=C2)N1C=1C=C2CC[C@@H](C2=CC1)NC(=O)C1=NC=C(C(=C1)C=O)O N-[(1S)-5-[2-(2-aminopyridin-3-yl)-5-phenylimidazo[4,5-b]pyridin-3-yl]-2,3-dihydro-1H-inden-1-yl]-4-formyl-5-hydroxypyridine-2-carboxamide